The molecule is a carboxylic ester obtained by formal condensation of the carboxy group of flurbiprofen with the free hydroxy group of 4-(nitrooxy)butanol. It is a non-steroidal anti-inflammatory agent showing inhibitory effects against the cyclooxygenases COX1 and COX2. It has a role as a cyclooxygenase 1 inhibitor, a cyclooxygenase 2 inhibitor, a non-steroidal anti-inflammatory drug, an EC 1.14.13.39 (nitric oxide synthase) inhibitor and a vasodilator agent. It is an organofluorine compound, a member of biphenyls, a carboxylic ester and a nitrate ester. It derives from a flurbiprofen. CC(C1=CC(=C(C=C1)C2=CC=CC=C2)F)C(=O)OCCCCO[N+](=O)[O-]